rac-(3R,5R)-5-[2-({4-[(tert-butoxycarbonyl)aminosulfonyl]phenyl}amino)pyrimidin-5-yl]oxolan-3-yl N-[(2S)-butan-2-yl]carbamate C[C@@H](CC)NC(O[C@H]1CO[C@H](C1)C=1C=NC(=NC1)NC1=CC=C(C=C1)S(=O)(=O)NC(=O)OC(C)(C)C)=O |&1:7,10|